3-(1-methyl-1H-imidazol-2-yl)propan-1,3-dione CN1C(=NC=C1)C(CC=O)=O